tert-butyl (4-bromo-2-(2,2-difluoroethyl)-3-fluorobenzyl)carbamate BrC1=C(C(=C(CNC(OC(C)(C)C)=O)C=C1)CC(F)F)F